C(C)(=O)C=1C(CC(CC1O)(C)C)=O 2-acetyl-3-hydroxy-5,5-dimethylcyclohex-2-en-1-one